methyl 4-(aminomethyl)cyclohexane-1-carboxylate NCC1CCC(CC1)C(=O)OC